C1(=CC=CC2=CC=CC=C12)OCC(C(=O)O)=O 3-(1-naphthoxy)pyruvic acid